N-(2-carbamoyl-5-(4-(trifluoromethyl)phenoxy)phenyl)-1-methyl-5-oxopyrrolidine-2-carboxamide C(N)(=O)C1=C(C=C(C=C1)OC1=CC=C(C=C1)C(F)(F)F)NC(=O)C1N(C(CC1)=O)C